2-methylprop-2-yl((2-(1,5-dimethylpyrazol-4-yl)-5-iodopyrido[3,4-b]pyridine-8-yl)(((2-methylprop-2-yl)oxy)carbonyl)amino)carboxylate CC(C)(C)OC(=O)N(C(=O)OC(C)(C)C)C1=NC=C(C=2C1=NC(=CC2)C=2C=NN(C2C)C)I